FC(C=1N=C(OC1C(=O)N1[C@@H](C2=C(CC1)NC=N2)C=2OC1=C(N2)C(=CC=C1)F)[C@@H](C)O)F (4-(difluoromethyl)-2-((R)-1-hydroxyethyl)oxazol-5-yl)((S)-4-(4-fluorobenzo[d]oxazol-2-yl)-6,7-dihydro-1H-imidazo[4,5-c]pyridin-5(4H)-yl)methanone